2,5-Dimercapto-1,3,4-thiadiazole dipotassium salt [K].[K].SC=1SC(=NN1)S